FC(C(=O)O)(F)F.CN(C1=NC=C(C=C1NS(=O)(=O)C1=C(C=C(C=C1)F)F)C=1C=C2C(=NC=NC2=CC1)N1CCNCC1)C N-(2-(dimethylamino)-5-(4-(piperazin-1-yl)quinazolin-6-yl)pyridin-3-yl)-2,4-difluorobenzenesulfonamide trifluoroacetate